2'-(4,5-Dimethyl-1H-imidazol-2-yl)-5-{[(3S)-3-methoxypyrrolidin-1-yl]carbonyl}-3,4'-bipyridine trifluoroacetate salt FC(C(=O)O)(F)F.CC=1N=C(NC1C)C1=NC=CC(=C1)C=1C=NC=C(C1)C(=O)N1C[C@H](CC1)OC